ClC=1C=NN2C1C(=CC(=C2)C=2C=NN(C2C)C2CC1(C2)CCN(CC1)C(C=C)=O)O[C@@H](CO)C1=NC=CC=C1 (R)-1-(2-(4-(3-chloro-4-(2-hydroxy-1-(pyridin-2-yl)ethoxy)pyrazolo[1,5-a]pyridin-6-yl)-5-methyl-1H-pyrazol-1-yl)-7-azaspiro[3.5]nonan-7-yl)prop-2-en-1-one